O[C@H]1C[C@H]2C[C@@H]([C@H]3[C@@H]4CC[C@H]([C@@H](CCC(=O)[O-])C)[C@]4(CC[C@@H]3[C@]2(CC1)C)C)NC(C)=O 3a-hydroxy-7b-acetamido-5b-cholanoate